5-bromo-4-isopropyl-2-methyl-3,4-dihydro-2H-benzo[b][1,4]oxazine-7-carbonitrile BrC1=CC(=CC=2OC(CN(C21)C(C)C)C)C#N